FC(C(=O)O)(F)F.FC(C1=CC=C(/C=C/C2CNC2)C=C1)(F)F (E)-3-(4-(trifluoromethyl)styryl)azetidine 2,2,2-trifluoroacetate